FC(C1=C(C=CC=C1)C1N(CCC1)S(=O)(=O)C1=C2C=CC=NC2=C(C=C1)O)(F)F 5-[2-[2-(trifluoromethyl)phenyl]pyrrolidin-1-yl]sulfonylquinolin-8-ol